(S)-4-amino-4-(4-(ethylsulfonyl)phenyl)butanoic acid methyl ester COC(CC[C@@H](C1=CC=C(C=C1)S(=O)(=O)CC)N)=O